ClC=1C=C(OC2CCC(CC2)C2=NC(=NC=C2N2CCC(CC2)CO)C(=O)N)C=CC1C#N ((1r,4r)-4-(3-chloro-4-cyanophenoxy)cyclohexyl)-5-(4-(hydroxymethyl)piperidin-1-yl)pyrimidine-2-carboxamide